5-[1-(1-tert-Butoxycarbonyl-4-piperidinyl)-1-hydroxy-ethyl]-2-(4-chlorobenzoyl)-3-fluoro-benzoic acid C(C)(C)(C)OC(=O)N1CCC(CC1)C(C)(O)C=1C=C(C(=C(C(=O)O)C1)C(C1=CC=C(C=C1)Cl)=O)F